3-[4-(3,6-di-tert-butyl-9H-carbazol-9-yl)benzoyl]-4-hydroxy-1-methylquinolin C(C)(C)(C)C=1C=CC=2N(C3=CC=C(C=C3C2C1)C(C)(C)C)C1=CC=C(C(=O)C=2CN(C3=CC=CC=C3C2O)C)C=C1